Cl.Cl.O[C@@H](CN(C[C@@H]([C@H]([C@@H]([C@@H](CO)O)O)O)O)C1CCNCC1)[C@H]([C@@H]([C@@H](CO)O)O)O (2R,3R,4R,5S)-6-[[(2S,3R,4R,5R)-2,3,4,5,6-pentahydroxyhexyl]-(4-piperidinyl)amino]hexane-1,2,3,4,5-pentaol dihydrochloride